FC1=CC(=C(C=C1)[C@@H]1[C@H](O[C@@]([C@H]1C)(C(F)(F)F)C)C(=O)NC1=CC(=NC=C1)C(=O)N)O (2S,3R,4S,5S)-4-[[3-(4-fluoro-2-hydroxy-phenyl)-4,5-dimethyl-5-(trifluoromethyl)tetrahydrofuran-2-carbonyl]amino]pyridine-2-carboxamide